BrC1=NN(C2=CC=C(C=C12)C)COCC[Si](C)(C)C 3-bromo-5-methyl-1-{[2-(trimethylsilyl)ethoxy]methyl}-1H-indazole